FC=1C(=C(C=CC1O)OC(=O)C1OC(C(C1)C)(C(F)(F)F)C)OC (3-fluoro-4-hydroxy-2-methoxyphenyl)-4,5-dimethyl-5-(trifluoromethyl)tetrahydrofuran-2-carboxylate